BrC=1C(=C(OCCC(C(=O)O)F)C(=CC1)C(F)(F)F)F 4-(3-bromo-2-fluoro-6-(trifluoromethyl)phenoxy)-2-fluorobutanoic acid